OC[C@@H]1[C@H](C=C[C@H]([C@H]1CO)C)C (3S,4R,5R,6R)-4,5-Bis(hydroxymethyl)-3,6-dimethylcyclohexene